5-bromo-3-((2-(2-ethoxy-2-oxoethyl)phenoxy)methyl)benzofuran-2-carboxylic acid BrC=1C=CC2=C(C(=C(O2)C(=O)O)COC2=C(C=CC=C2)CC(=O)OCC)C1